COC1=CC=CC=2C=3C=C4C(=C(C3NC12)C)CCN(C4)C(=O)OC(C)(C)C tert-butyl 7-methoxy-5-methyl-3,4-dihydro-1H-pyrido[4,3-b]carbazole-2(6H)-carboxylate